(S)-2-amino-N-(4-(3-(dimethylamino)pyridin-4-yl)phenyl)-3,3-diphenylpropanamide trihydrochloride Cl.Cl.Cl.N[C@H](C(=O)NC1=CC=C(C=C1)C1=C(C=NC=C1)N(C)C)C(C1=CC=CC=C1)C1=CC=CC=C1